2-(4-(difluoromethoxy)-2-(2-fluoropyridin-4-yl)-6-isopropylphenyl)-acetic acid tert-butyl ester C(C)(C)(C)OC(CC1=C(C=C(C=C1C(C)C)OC(F)F)C1=CC(=NC=C1)F)=O